9-chloro-4-[(2-chloropyrimidin-5-yl)methyl]-7-(5-fluoroindol-1-yl)-3,5-dihydro-2H-1,4-benzoxazepine ClC1=CC(=CC=2CN(CCOC21)CC=2C=NC(=NC2)Cl)N2C=CC1=CC(=CC=C21)F